C(C)(C)(C)OC(NC1=NC=C(C=C1)C(F)(F)F)=O N-[5-(trifluoromethyl)-2-pyridinyl]Carbamic acid tert-butyl ester